N-(3-((4-((2,3-dichloro-4-fluorophenyl)amino)-7-methoxyquinazolin-6-yl)oxy)cyclobutyl)acrylamide ClC1=C(C=CC(=C1Cl)F)NC1=NC=NC2=CC(=C(C=C12)OC1CC(C1)NC(C=C)=O)OC